ClC1=NC=C(C=N1)O 2-chloropyrimidin-5-ol